N-[5-(1H-benzimidazol-2-yl)-1H-pyrazol-3-yl]-6-[(2S)-2-(hydroxymethyl)pyrrolidin-1-yl]pyridine-3-carboxamide N1C(=NC2=C1C=CC=C2)C2=CC(=NN2)NC(=O)C=2C=NC(=CC2)N2[C@@H](CCC2)CO